3-(methyl(4-(trifluoromethoxy)phenyl)carbamoyl)bicyclo[1.1.1]pentan-1-yl carbonochloridate C(OC12CC(C1)(C2)C(N(C2=CC=C(C=C2)OC(F)(F)F)C)=O)(=O)Cl